FC1=CC(=C(C=C1F)NC(=O)N[C@@H](C)C=1N(N=CN1)C1=NC=CC=N1)I 1-(4,5-difluoro-2-iodo-phenyl)-3-[(1S)-1-(2-pyrimidin-2-yl-1,2,4-triazol-3-yl)ethyl]urea